ethyl 5,6-dihydro-4H-cyclopenta[d]thiazole-2-carboxylate S1C(=NC2=C1CCC2)C(=O)OCC